C1(CCCC1)S(=O)(=O)NCCCCCCCCCCCCCCCC(=O)O 16-(cyclopentanesulfonamido)hexadecanoic acid